tert-butyl 5-cyclopropyl-3-(3-methyl-2-(3-(4,4,5,5-tetramethyl-1,3,2-dioxaborolan-2-yl)phenyl) butanamido)-1H-pyrazole-1-carboxylate C1(CC1)C1=CC(=NN1C(=O)OC(C)(C)C)NC(C(C(C)C)C1=CC(=CC=C1)B1OC(C(O1)(C)C)(C)C)=O